7-Methyleneindolizine C=C1C=CN2CC=CC2=C1